Tert-butyl ((3R,4S)-1-((1H-imidazol-4-yl)sulfonyl)-3-methylpiperidin-4-yl)carbamate N1C=NC(=C1)S(=O)(=O)N1C[C@H]([C@H](CC1)NC(OC(C)(C)C)=O)C